(S)-2-amino-3-(6-bromo-3-((thiophen-2-ylmethyl)amino)thieno[3,2-c]isothiazol-5-yl)-1-morpholinopropan-1-one N[C@H](C(=O)N1CCOCC1)CC1=C(C2=NSC(=C2S1)NCC=1SC=CC1)Br